2-(4-methoxy-3-(3-(pyrrolidin-1-yl)propoxy)phenyl)-N4,6-dimethylpyrimidine-2,4-diamine COC1=C(C=C(C=C1)C1(NC(=CC(=N1)NC)C)N)OCCCN1CCCC1